FC1=C(C(=CC(=C1)[N+](=O)[O-])F)CC(=O)O 2,6-difluoro-4-nitrophenylacetic acid